(S)-N-((1R,2R)-1-(3-chloro-4-cyclopropoxyphenyl)-1-hydroxy-3-(pyrrolidin-1-yl)propan-2-yl)-1-(4-chlorophenyl)pyrrolidine-3-carboxamide ClC=1C=C(C=CC1OC1CC1)[C@H]([C@@H](CN1CCCC1)NC(=O)[C@@H]1CN(CC1)C1=CC=C(C=C1)Cl)O